[Br-].C(C)N1CN(C=C1)C 1-ethyl-3-methylimidazole bromide salt